ClC1=CC=C(C=C1)C=1N=CC=2C(=NC3=C(C=CC=C3C2N)C)N1 2-(4-chlorophenyl)-9-methylpyrimido[4,5-b]quinolin-5-amine